C(CCC)OC=1C=C(C=C(C1)Cl)C=1C(N(C=C(C1)C=1C(NC(NC1)=O)=O)C=1C=NC=CC1)=O 5-(3-(3-Butoxy-5-chlorophenyl)-2-oxo-2H-[1,3'-bipyridin]-5-yl)pyrimidine-2,4(1H,3H)-dione